(E)-8-(4-fluoro-styryl)-9H-purin-6-amine FC1=CC=C(/C=C/C=2NC3=NC=NC(=C3N2)N)C=C1